[Zn].[Mg].[Ca] Calcium-magnesium-zinc